OC1=C(C(=O)N2CC3=CC=C(C=C3C2)CN2CCC(CC2)C=O)C=C(C(=C1)O)C(C)C (1-((2-(2,4-dihydroxy-5-isopropylbenzoyl)isoindolin-5-yl)methyl)piperidin-4-yl)methanone